[Si](C1=CC=CC=C1)(C1=CC=CC=C1)(C(C)(C)C)OCCC(C)(C)NN (4-((tert-butyldiphenylsilyl)oxy)-2-methylbutan-2-yl)hydrazine